[Br-].C(CCC)[N+](C)(C)CCCC di-butyl-di-methyl-ammonium bromide